[Na+].[Na+].[Na+].[Na+].C(CN(CC(=O)[O-])CC(=O)[O-])N(CC(=O)[O-])CC(=O)[O-] (ethylenedinitrilo)tetraacetic acid, tetrasodium salt